2-(4-chlorophenyl)-N-(1-ethyl-2-oxo-1,2-dihydrobenzo[cd]indol-6-yl)acetamide ClC1=CC=C(C=C1)CC(=O)NC=1C=2C3=C(C(N(C3=CC1)CC)=O)C=CC2